C(C)(C)(C)OC(=O)N1C(C2=C(C=CC(=C2C1)Cl)NC1=NC=C(C=C1)N1CC(OCC1)C(C)(C)O)=O 4-chloro-7-((5-(2-(2-hydroxypropan-2-yl)(N-morpholinyl))pyridin-2-yl)amino)-1-oxoisoindoline-2-carboxylic acid tert-butyl ester